cyclopropylmethyl (1-(5-(3-cyano-6-ethoxypyrazolo[1,5-a]pyridin-4-yl)pyridin-2-yl)-4-((dimethyl amino)methyl)piperidin-4-yl)carbamate C(#N)C=1C=NN2C1C(=CC(=C2)OCC)C=2C=CC(=NC2)N2CCC(CC2)(CN(C)C)NC(OCC2CC2)=O